D-iduronate O=C[C@@H](O)[C@H](O)[C@@H](O)[C@H](O)C(=O)[O-]